benzyl ((3-(4-bromo-1-(2,2,2-trifluoroethyl)-1H-indol-2-yl)-1,2,4-oxadiazol-5-yl)methyl)carbamate BrC1=C2C=C(N(C2=CC=C1)CC(F)(F)F)C1=NOC(=N1)CNC(OCC1=CC=CC=C1)=O